Tert-butyl 3-(4-(7-methoxyquinolin-4-yl)piperazine-1-carbonyl)piperidine-1-carboxylate COC1=CC=C2C(=CC=NC2=C1)N1CCN(CC1)C(=O)C1CN(CCC1)C(=O)OC(C)(C)C